OC1(COC1)C1=CC=CC(=N1)CN1C(C2=CC=C(C=C2C=N1)S(=O)(=O)C=1C=NN(C1)C)=O 2-((6-(3-hydroxyoxetan-3-yl)pyridin-2-yl)methyl)-6-((1-methyl-1H-pyrazol-4-yl)sulfonyl)phthalazin-1(2H)-one